5-methylpyrido[3,4-d]Pyrimidin-4(3H)-one CC1=CN=CC=2N=CNC(C21)=O